Racemic-(1S,2S)-2,5-dibromo-2,3-dihydro-1H-inden-1-ol Br[C@@H]1[C@H](C2=CC=C(C=C2C1)Br)O |r|